N-[2-(4-acetylpiperazin-1-yl)-2-oxoethyl]-2-(4-chlorobenzyl)-8-methyl-4,5-dihydro-2H-furo[2,3-g]indazole-7-carboxamide C(C)(=O)N1CCN(CC1)C(CNC(=O)C1=C(C2=C(CCC3=CN(N=C23)CC2=CC=C(C=C2)Cl)O1)C)=O